2-methyl-6-(2,3-dimethoxybenzylamino)purine CC1=NC(=C2NC=NC2=N1)NCC1=C(C(=CC=C1)OC)OC